FC(C1=C(C(=C(C=C1)[C@H]1[C@H](O[C@@]([C@H]1C)(C(F)(F)F)C)C(=O)NC1=CC(=NC=C1)C(=O)N)OC)F)F (2S,3S,4S,5S)-4-[[3-[4-(Difluoromethyl)-3-fluoro-2-methoxy-phenyl]-4,5-dimethyl-5-(trifluoromethyl)-tetrahydrofuran-2-carbonyl]amino]pyridin-2-carboxamid